C(#N)C1=C(C=CC(=C1F)C(F)(F)F)N1CC[C@H](C2=CC(=CC(=C12)C#N)F)F |r| rac-1-[2-cyano-3-fluoro-4-(trifluoromethyl)phenyl]-4,6-difluoro-3,4-dihydro-2H-quinoline-8-carbonitrile